C(C#C)OC1=CC=C(C=C1)C1CC2(CC1)OC(CC(O2)=O)=O 2-(4-(prop-2-ynyloxy)phenyl)-6,10-dioxaspiro[4.5]decane-7,9-dione